N-({5-[5-(difluoromethyl)-1,3,4-oxadiazol-2-yl]-1,3-thiazol-2-yl}methyl)-N-(5-fluoropyridin-3-yl)-2-{hexahydro-1H-furo[3,4-c]pyrrol-5-yl}ethane-1-sulfonamide FC(C1=NN=C(O1)C1=CN=C(S1)CN(S(=O)(=O)CCN1CC2C(C1)COC2)C=2C=NC=C(C2)F)F